C(C)(C)(C)OC(N(CC=1N=C2N(C=C(C=C2)C2CC2)C1)C1=NC=NC(=C1)Cl)=O.ClCC1=NC(=NC(=N1)CCl)CCl tris(chloromethyl)1,3,5-triazine tert-butyl-(6-chloropyrimidin-4-yl)((6-cyclopropylimidazo[1,2-a]pyridin-2-yl)methyl)carbamate